3-(5-(1-((2-methyl-4-oxo-3-(pyridin-2-yl)-3,4-dihydroquinazolin-6-yl)methyl)piperidin-4-yl)-1-oxoisoindolin-2-yl)piperidine-2,6-dione CC1=NC2=CC=C(C=C2C(N1C1=NC=CC=C1)=O)CN1CCC(CC1)C=1C=C2CN(C(C2=CC1)=O)C1C(NC(CC1)=O)=O